BrC(C(=O)OC(C)(C)C)C1=C2C=CN=C(C2=CC=C1)CC Tert-butyl 2-bromo-2-(1-ethylisoquinolin-5-yl)acetate